S1C=NC2=C1C(=CC=C2)C2=NSC(=C2C2CC2)C(=O)O 3-(benzo[d]thiazol-7-yl)-4-cyclopropylisothiazole-5-carboxylic acid